FC1=C(C=CC=C1)[C@@H](CC)C1=CC=CC2=C1NC(=NS2(=O)=O)NCC2=NC=CC=C2F (S)-5-(1-(2-fluorophenyl)propyl)-3-(((3-fluoropyridin-2-yl)methyl)amino)-4H-benzo[e][1,2,4]thiadiazine 1,1-dioxide